8-(4-chloro-2-fluorophenyl)-9-(4-((1-(3-fluoropropyl)azetidin-3-ylidene)methyl)phenyl)-6,7-dihydro-5H-benzo[7]annulene-3-carboxylic acid ClC1=CC(=C(C=C1)C=1CCCC2=C(C1C1=CC=C(C=C1)C=C1CN(C1)CCCF)C=CC(=C2)C(=O)O)F